C1(CC1)C=1C=NN2C1C(=NC(=C2)C=2C=NN(C2)C)OC2(CC(C2)N)C 3-((3-cyclopropyl-6-(1-methyl-1H-pyrazol-4-yl)pyrazolo[1,5-a]pyrazin-4-yl)oxy)-3-methylcyclobutan-1-amine